COC1=NN(C=C1C(=O)NC1=NC(=CC=C1)C1=NC=C2N1[C@H](CC2)C)C (S)-3-methoxy-1-methyl-N-(6-(5-methyl-6,7-dihydro-5H-pyrrolo[1,2-c]imidazol-3-yl)pyridin-2-yl)-1H-pyrazole-4-carboxamide